C(C)N1C(OC(C1)[C@]1(CN(CC1)C(C)(C)C=1C=NC(=CC1)C)CCC=1SC(=CC1)F)=O |o1:7| 3-ethyl-5-((R or S)-3-(2-(5-fluorothiophen-2-yl)ethyl)-1-(2-(6-methylpyridin-3-yl)propan-2-yl)pyrrolidin-3-yl)oxazolidin-2-one